N-(6-(2-(benzylamino)-2-oxoethyl)pyridin-3-yl)-3-chlorobenzamide C(C1=CC=CC=C1)NC(CC1=CC=C(C=N1)NC(C1=CC(=CC=C1)Cl)=O)=O